C(=O)(O)C1=C(C(=O)NCCCCNC(=O)C2=CC=CC(=N2)C=2C=C(O[C@H]3C[C@H](N(C3)C(=O)C=3N(C(=NC3)C3=C(C=C(C=C3)F)F)C)C(=O)O)C=CC2)C=CC=C1 (2S,4S)-4-[3-[6-[4-[(2-carboxybenzoyl)amino]butylcarbamoyl]-2-pyridyl]phenoxy]-1-[2-(2,4-difluorophenyl)-3-methyl-imidazole-4-carbonyl]pyrrolidine-2-carboxylic acid